1-(2-fluoro-4-nitrophenyl)pyridin-2(1H)-one FC1=C(C=CC(=C1)[N+](=O)[O-])N1C(C=CC=C1)=O